3-(5-methoxy-1-oxo-isoindolin-2-yl)piperidine-2,6-dione COC=1C=C2CN(C(C2=CC1)=O)C1C(NC(CC1)=O)=O